trans-epoxysuccinyl-L-leucylamino-3-methylbutane C(CCC(=O)O)(=O)N[C@@H](CC(C)C)C(=O)NC1C(C(C)C)O1